C(C)(=O)C1=CC=C2C(N(C(C2=C1)=O)CC1=C(C=C(C=C1)Cl)Br)(O)C1=CC=C(C=C1)Cl 6-acetyl-2-(2-bromo-4-chlorophenylmethyl)-3-(4-chlorophenyl)-3-hydroxyisoindolin-1-one